BrC1=C(C(=O)OC)C=C(C=C1)NC1=NC=C(C(=N1)NCC1=CC(=CC=C1)F)C methyl 2-bromo-5-((4-((3-fluorobenzyl) amino)-5-methylpyrimidin-2-yl) amino)-benzoate